4-[3-(2-Chloro-acetyl)-5-methoxy-2-methyl-pyrrolo[3,2-b]pyridin-1-yl]-benzonitrile ClCC(=O)C1=C(N(C=2C1=NC(=CC2)OC)C2=CC=C(C#N)C=C2)C